C(CCC)OC1=C2CCCOC2=CC(=C1)CC 5-Butoxy-7-ethyl-3,4-dihydro-2H-chromene